2-[(2R)-4-[6-(2-hydroxy-4,6-dimethylphenyl)pyridazin-3-yl]morpholin-2-yl]-N,N-dimethylacetamide OC1=C(C(=CC(=C1)C)C)C1=CC=C(N=N1)N1C[C@H](OCC1)CC(=O)N(C)C